7-bromo-3-tetrahydropyran-2-yl-1H-imidazo[4,5-b]Pyridine BrC1=C2C(=NC=C1)N(CN2)C2OCCCC2